C1(=CC=C(C=C1)N(C1=CC=C(C=C1)C1=CC=C(C=C1)C1=C(C=CC=C1)N(C1=CC=CC=C1)C1=CC=2C(C3=CC=CC=C3C2C=C1)(C)C)C1=CC=CC=C1)C1=CC=CC=C1 4-{(biphenyl-4-yl)-phenylamino}-2''-{(9,9-dimethyl-9H-fluoren-2-yl)-phenylamino}-1,1':4',1''-terphenyl